6-(2-methoxy-2-methylpropoxy)-9,9-dimethyl-2-(piperazin-1-ylmethyl)-9,10-dihydroacridine COC(COC=1C=C2NC=3C=CC(=CC3C(C2=CC1)(C)C)CN1CCNCC1)(C)C